(Biphenyl-4-yl)-4-{1-(phenanthren-9-yl)naphthalen-2-yl}phenylamine C1(=CC=C(C=C1)NC1=CC=C(C=C1)C1=C(C2=CC=CC=C2C=C1)C=1C2=CC=CC=C2C=2C=CC=CC2C1)C1=CC=CC=C1